1-(2-methacryloxypropyl)-3-decyl-imidazole hydrochloride Cl.C(C(=C)C)(=O)OC(CN1CN(C=C1)CCCCCCCCCC)C